4-((5-(6,7-dimethoxy-3-oxo-1,3-dihydronaphtho[2,3-c]furan-4-yl)pyridin-2-yl)(methyl)amino)benzonitrile COC1=CC2=C(C3=C(COC3=O)C=C2C=C1OC)C=1C=CC(=NC1)N(C1=CC=C(C#N)C=C1)C